CC=1C=CC=C2C=CC(=CC12)O 8-methylnaphthalen-2-ol